1,4-bis(4-propylphenyl)butane-1,4-dione C(CC)C1=CC=C(C=C1)C(CCC(=O)C1=CC=C(C=C1)CCC)=O